7-(Trifluoromethyl)chromane-3-carboxylic acid FC(C1=CC=C2CC(COC2=C1)C(=O)O)(F)F